2,2-Dimethyl-1,3-propanediamine CC(CN)(CN)C